C(CCCCC)NC1=C(C=C(C=C1)[N+](=O)[O-])S(=O)(=O)N 2-(hexylamino)-5-nitro-benzenesulfonamide